ClC=1C=C2C3=C(N(C2=C(C1)C=1C=NNC1)CC(F)(F)F)C=NC=C3 6-chloro-8-(1H-pyrazol-4-yl)-9-(2,2,2-trifluoroethyl)-9H-pyrido[3,4-b]indole